FC(C(=O)O)(F)F.C(C=C)(=O)N1CCC2=CC=C(C=C12)C1=C(NC2=NC=C(C=C21)C(=O)OC(C)C)C2=CC=C(C=C2)N2CCN(CC2)C isopropyl 3-(1-acryloylindolin-6-yl)-2-(4-(4-methylpiperazin-1-yl)phenyl)-1H-pyrrolo[2,3-b]pyridine-5-carboxylate 2,2,2-trifluoroacetate